Sulfonyl-2-phenyl-acetamide S(=O)(=O)=C(C(=O)N)C1=CC=CC=C1